N-(5-methyl-1H-pyrazol-3-yl)-2-(6-(6-((6-methylpyridin-3-yl)methyl)-3,6-diazabicyclo[3.1.1]heptan-3-yl)pyridin-3-yl)quinazolin-4-amine CC1=CC(=NN1)NC1=NC(=NC2=CC=CC=C12)C=1C=NC(=CC1)N1CC2N(C(C1)C2)CC=2C=NC(=CC2)C